silaneamine lithium [Li].[SiH3]N